FC1=CC(=CC=2N(C(=NC21)C)C2CC2)B2OC(C(O2)(C)C)(C)C 4-fluoro-1-cyclopropyl-2-methyl-6-(4,4,5,5-tetramethyl-1,3,2-dioxaborolan-2-yl)-1H-benzo[d]imidazole